C(CCCCCCCC)OCOC=CCCCCCCCCCC(OCCCC)OCCCC dibutoxydodecenyl nonoxymethyl ether